(4-(4-carboxy-6-((4-cyano-2-fluorobenzyl)oxy)pyridin-2-yl)-2-fluorobenzyl)-1-(2-methoxyethyl)-1H-benzo[d]Imidazole-6-carboxylic acid C(=O)(O)C1=CC(=NC(=C1)OCC1=C(C=C(C=C1)C#N)F)C1=CC(=C(CC2=NC3=C(N2CCOC)C=C(C=C3)C(=O)O)C=C1)F